O1COC2=C1C=CC(=C2)CC(=O)N(C2CCN(CC2)C(C)C2=CC=CC1=CC=CC=C21)CC(=O)NCC(=O)NC2CCN(CC2)C#N 2-(benzo[d][1,3]dioxol-5-yl)-N-(2-((2-((1-cyanopiperidin-4-yl)amino)-2-oxoethyl)amino)-2-oxoethyl)-N-(1-(1-(naphthalen-1-yl)ethyl)piperidin-4-yl)acetamide